CC1=NN(C(=C1)C)C(CC#N)=O 3-(3,5-dimethyl-1H-pyrazol-1-yl)-3-oxopropionitrile